3-(6-(((3R,4R)-1-(5-chloro-4-((3-((4-methoxybenzyl)oxy)-4-methylisoquinolin-7-yl)amino)pyrimidin-2-yl)-3-methylpiperidin-4-yl)amino)-1-methyl-1H-indazol-3-yl)piperidine-2,6-dione ClC=1C(=NC(=NC1)N1C[C@H]([C@@H](CC1)NC1=CC=C2C(=NN(C2=C1)C)C1C(NC(CC1)=O)=O)C)NC1=CC=C2C(=C(N=CC2=C1)OCC1=CC=C(C=C1)OC)C